[C].[Cu].[Fe] iron-copper carbon